C(C)C1COC2=C(O1)C=CC(=C2N2CCNCC2)CC 2,6-diethyl-5-(piperazin-1-yl)-2,3-dihydro-1,4-benzodioxine